C(C1=CC=CC=C1)OC1=C(C=C(C=N1)NC1=CC=C(C=C1)OC)C1=C2C=CNC2=CC=C1 6-(Benzyloxy)-5-(1H-indol-4-yl)-N-(4-methoxyphenyl)pyridin-3-amine